CC(C(=NO)C)=NO.CC(C(=NO)C)=NO.[Pd+2] palladium (II) bis(dimethylglyoxime)